N,N-dimethylformamide sodium salt [Na].CN(C=O)C